O1C(CC2C1CCCC2)=O hexahydro-1-benzofuran-2(3H)-one